2-(6-bromo-3-ethyl-sulfonyl-imidazo[1,2-a]pyridin-2-yl)-3-methyl-6-(trifluoromethyl)imidazo[4,5-b]pyridine BrC=1C=CC=2N(C1)C(=C(N2)C2=NC=1C(=NC=C(C1)C(F)(F)F)N2C)S(=O)(=O)CC